1-[3-chloro-5-(trifluoromethyl)pyridin-2-yl]methylamine acetate C(C)(=O)O.ClC=1C(=NC=C(C1)C(F)(F)F)CN